1-[2-(4-Hydroxyphenyl)pyrido[3,2-d]pyrimidin-7-yl]piperidin-2-one OC1=CC=C(C=C1)C=1N=CC2=C(N1)C=C(C=N2)N2C(CCCC2)=O